4-[4'-((3S)-3,7-dimethyl-6-octenyl)biphenylyl]-1,7-dicyano-perylene C[C@H](CCC1=CC=C(C=C1)C1=C(C=CC=C1)C=1C2=CC=C(C=3C=4C=CC=C5C=CC(=C(C(=CC1)C23)C54)C#N)C#N)CCC=C(C)C